((7R)-7-Amino-2-azabicyclo[2.2.1]heptan-2-yl)(2-(1-(cyclopropylmethyl)-6-(3-fluoro-4-hydroxyphenyl)-1H-pyrrolo[2,3-b]pyridin-2-yl)-4-methoxy-3-methylbenzo[b]thiophen-6-yl)methanone N[C@H]1C2N(CC1CC2)C(=O)C=2C=C(C1=C(SC(=C1C)C1=CC=3C(=NC(=CC3)C3=CC(=C(C=C3)O)F)N1CC1CC1)C2)OC